COC(C1CCN(CC1)C=1C(=C2CN(C(C2=CC1F)=O)C1C(NC(CC1)=O)=O)F)OC 3-[5-[4-(dimethoxymethyl)-1-piperidyl]-4,6-difluoro-1-oxo-isoindolin-2-yl]piperidine-2,6-dione